1-(2-chloro-4-((6-methoxy-7-(3-(pyrrolidin-1-yl)propoxy)quinazolin-4-yl)oxy)phenyl)-3-(1-isopropyl-1H-pyrazol-4-yl)urea ClC1=C(C=CC(=C1)OC1=NC=NC2=CC(=C(C=C12)OC)OCCCN1CCCC1)NC(=O)NC=1C=NN(C1)C(C)C